Ethyl 1-benzyl-4-((1,3-dioxoisoindolin-2-yl)methyl)-3-oxopiperidine-4-carboxylate C(C1=CC=CC=C1)N1CC(C(CC1)(C(=O)OCC)CN1C(C2=CC=CC=C2C1=O)=O)=O